(2-methoxyethyl)(methyl)((4-((5-(trifluoromethyl)-1,2,4-oxadiazol-3-yl)methyl)phenyl)imino)-λ6-sulfanone COCCS(=O)(=NC1=CC=C(C=C1)CC1=NOC(=N1)C(F)(F)F)C